1,13-dibromo-6-tridecene BrCCCCCC=CCCCCCCBr